(E)-4-aminocinnamic acid NC1=CC=C(/C=C/C(=O)O)C=C1